tertbutyl 6-[(4-chloro-6-cyano-2-pyridyl)amino]indole-1-carboxylate ClC1=CC(=NC(=C1)C#N)NC1=CC=C2C=CN(C2=C1)C(=O)OC(C)(C)C